C(#N)C1=C(C(=CC=C1)N1CCN(CC1)C(C)C)NC(=O)N1C[C@@](CC1)(OC1=NC=CC=C1)C (3R)-N-[2-cyano-6-(4-isopropylpiperazin-1-yl)phenyl]-3-methyl-3-(pyridin-2-yloxy)pyrrolidine-1-carboxamide